NC1=CC=C(C=N1)N(S(=O)(=O)C)C N-(6-amino-3-pyridyl)-N-methyl-methanesulfonamide